tert-butyl[(1R)-1-(4-bromo-3,5-diethoxyphenyl)ethyl]carbamate C(C)(C)(C)OC(N[C@H](C)C1=CC(=C(C(=C1)OCC)Br)OCC)=O